C(C)N1N=C(C=C1C(=C(C#N)C1=CC=C(C=C1)[Si](C)(C)C)OCOCCOC)C (1-ethyl-3-methyl-1H-pyrazol-5-yl)-3-((2-methoxyethoxy)methoxy)-2-(4-(trimethylsilyl)phenyl)acrylonitrile